phosphoryl-dibutylamine P(=O)#CCCCNCCCC